5-{[3-(4-{[(3S,4R)-3-fluoro-1-methylpiperidin-4-yl]amino}-1-(2,2,2-trifluoroethyl)-1H-indol-2-yl)prop-2-yn-1-yl]amino}-4-methoxy-N,N-dimethylpyridine-2-carboxamide F[C@H]1CN(CC[C@H]1NC1=C2C=C(N(C2=CC=C1)CC(F)(F)F)C#CCNC=1C(=CC(=NC1)C(=O)N(C)C)OC)C